(Z)-2-(5-fluoro-2-methyl-1-(4-(4-phenylbutan-2-yl)benzylidene)-1H-inden-3-yl)acetic acid FC=1C=C2C(=C(/C(/C2=CC1)=C/C1=CC=C(C=C1)C(C)CCC1=CC=CC=C1)C)CC(=O)O